3-(5-(2,7-di-tert-butylanthracen-9-yl)-1H-pyrrol-2-yl)-1-(p-tolyl)-1H-indazole C(C)(C)(C)C1=CC2=C(C3=CC(=CC=C3C=C2C=C1)C(C)(C)C)C1=CC=C(N1)C1=NN(C2=CC=CC=C12)C1=CC=C(C=C1)C